COC=1C(=CC(=NC1)C)C1=C(C=NC(=C1)C)C(=O)OCC1=CC=CC=C1 benzyl 5'-methoxy-2',6-dimethyl-(4,4'-bipyridine)-3-carboxylate